N1=C(OC2=NC=CC=C21)C2=CC=C(C=C2)NC(=O)C2COCC2 N-(4-Oxazolo[5,4-b]pyridin-2-ylphenyl)tetrahydrofuran-3-carboxamid